N(=[N+]=[N-])CC=CCCC1(C(CCCC1)=O)C(=O)OCC Ethyl 1-(5-azidopent-3-enyl)-2-oxocyclohexanecarboxylate